BrC=1C=C(CNC(C(OCC)OCC)=O)C=C(C1)Br N-(3,5-dibromobenzyl)-2,2-diethoxyacetamide